COC=1C=C(C=C[N+](=O)[O-])C=C(C1C)OC 3,5-Dimethoxy-4-methyl-β-nitrostyrene